ClC1=CC=C(CS(=O)NC(C2=C(C=C(C=C2)C2=NOC(C2)(C(F)(F)F)C2=CC(=C(C(=C2)Cl)F)Cl)C)=O)C=C1 N-((4-chlorobenzyl)sulfinyl)-4-(5-(3,5-dichloro-4-fluorophenyl)-5-(trifluoromethyl)-4,5-dihydroisoxazol-3-yl)-2-methylbenzamide